CN(CCC1=CN(C2=CC=CC(=C12)O)C(=O)C1=CC=CC=C1)C (3-(2-(dimethylamino)ethyl)-4-hydroxy-1H-indol-1-yl)(phenyl)methanone